(5aR,5bS,7aS,8S,10aS,10bR,12aR)-2-(3-methylphenyl)-5a,7a-dimethyl-5,5a,5b,6,7,7a,8,9,10,10a,10b,11,12,12a-tetradecahydro-4H-cyclopenta[7,8]phenanthro[2,1-d]thiazol-8-ol CC=1C=C(C=CC1)C=1SC2=C(N1)CC[C@@]1([C@H]3CC[C@]4([C@H]([C@@H]3CC[C@H]12)CC[C@@H]4O)C)C